(+/-)-cis-3-fluoro-4-((6-methyl-3-(methylcarbamoyl)-7-(trifluoromethyl)thieno[3,2-b]pyridin-5-yl)oxy)piperidine-1-carboxylic acid tert-butyl ester C(C)(C)(C)OC(=O)N1C[C@H]([C@H](CC1)OC1=C(C(=C2C(=N1)C(=CS2)C(NC)=O)C(F)(F)F)C)F |r|